(1R,4s)-4-(2-((1S,3S)-3-hydroxycyclohexylamino)-8-(2,4,6-trifluorophenylamino)-9H-purin-9-yl)cyclohexanecarboxamide O[C@@H]1C[C@H](CCC1)NC1=NC=C2N=C(N(C2=N1)C1CCC(CC1)C(=O)N)NC1=C(C=C(C=C1F)F)F